5-((2-aminoethyl)amino)-N-(4-morpholino-2-(trifluoromethyl)phenyl)pyrazolo[1,5-a]pyrimidine-3-carboxamide NCCNC1=NC=2N(C=C1)N=CC2C(=O)NC2=C(C=C(C=C2)N2CCOCC2)C(F)(F)F